4-(piperidin-4-yl)-2,3-dihydro-1-benzofuran-7-carboxamide N1CCC(CC1)C1=CC=C(C2=C1CCO2)C(=O)N